tert-Butyl (2R,4R)-2-(cyanomethyl)-4-hydroxypyrrolidine-1-carboxylate C(#N)C[C@H]1N(C[C@@H](C1)O)C(=O)OC(C)(C)C